11-methoxy-3,7,11-trimethyl-2,4-dodecadienoic acid COC(CCCC(CC=CC(=CC(=O)O)C)C)(C)C